C(C)OC1=NN=C(S1)C1=C(C(=O)N)C(=CC(=N1)C)C1=C(C(=CC=C1OC)C(F)(F)F)F (5-ethoxy-1,3,4-thiadiazol-2-yl)-4-(2-fluoro-6-methoxy-3-(trifluoromethyl)phenyl)-6-methylnicotinamide